FC=1C=C(C=C(C1)F)N1N=C(C2=C1C=1C=C(C(=CC1OC2)OC)C=2C=C(C=NC2)NCCCNC(OC(C)(C)C)=O)C(=O)N2C(COCC2)(C)C tert-butyl (3-((5-(1-(3,5-difluorophenyl)-3-(3,3-dimethylmorpholine-4-carbonyl)-7-methoxy-1,4-dihydrochromeno[4,3-c]pyrazol-8-yl)pyridin-3-yl)amino)propyl)carbamate